C(C)[C@H]1CN(CC1)C1=CC2=C(NC(N2C)=O)C=C1 5-[(3R)-3-ethylpyrrolidin-1-yl]-3-methyl-1H-benzimidazol-2-one